9-ethyl-6,6-dimethyl-8-morpholino-11-oxo-6,11-dihydro-5H-benzo[b]carbazole-3-carbonitrile C(C)C1=CC2=C(C(C=3NC4=CC(=CC=C4C3C2=O)C#N)(C)C)C=C1N1CCOCC1